CC1=C(C=CC=C1NC(C1=NC=C(C(=C1)C1CC1)CNCC(F)F)=O)C1=C(C(=CC=C1)NC(C1=NC=C(C(=C1)C1CC1)CNCC(F)F)=O)C N,N'-(2,2'-dimethyl-[1,1'-biphenyl]-3,3'-diyl)bis(4-cyclopropyl-5-(((2,2-difluoroethyl)amino)methyl)picolinamide)